(R)-2-(3-((6-(2-hydroxy-4-(trifluoromethyl)phenyl)-5-methyl-1,2,4-triazin-3-yl)amino)piperidin-1-yl)acetamide OC1=C(C=CC(=C1)C(F)(F)F)C1=C(N=C(N=N1)N[C@H]1CN(CCC1)CC(=O)N)C